5-(3-chloro-2-pyridyl)-N-(4-cyano-2-fluoro-phenyl)-1H-pyrrole-3-sulfonamide ClC=1C(=NC=CC1)C1=CC(=CN1)S(=O)(=O)NC1=C(C=C(C=C1)C#N)F